C(C1=CC=CC=C1)(C1=CC=CC=C1)(C1=CC=CC=C1)N1C=NC(=C1)B(O)O (1-trityl-1H-imidazole-4-yl)boronic acid